C(CCC#C)(=O)N1CC(NC(C1)=O)=O 4-pent-4-ynoyl-piperazine-2,6-dione